N-(4-((2-amino-3-(3-morpholinoprop-1-yn-1-yl)pyridin-4-yl)oxy)-3-fluorophenyl)-1-(3-Fluoropyridin-2-yl)-5-(trifluoromethyl)-1H-pyrazole-4-carboxamide NC1=NC=CC(=C1C#CCN1CCOCC1)OC1=C(C=C(C=C1)NC(=O)C=1C=NN(C1C(F)(F)F)C1=NC=CC=C1F)F